COCCC1=NC=CN1CC methoxyethyl-3-ethylimidazole